CC1=CC=CC(=N1)C1=NC=CC(=N1)NC1=NC(=NC=C1)NC=1C=C(SC1)C=O 4-((4-((2-(6-methylpyridin-2-yl)pyrimidin-4-yl)amino)pyrimidin-2-yl)amino)thiophene-2-carbaldehyde